C(=C)[Si](O[Si](OC)(C)C=C)(OC)C 1,3-divinyl-1,3-dimethyl-1,3-dimethoxydisiloxane